2-(7-hydroxy-3,4-dihydroquinolin-1(2H)-yl)-1-(piperidin-1-yl)ethan-1-one OC1=CC=C2CCCN(C2=C1)CC(=O)N1CCCCC1